tert-butyl N-[(1S)-1-[[2,4-dichloro-6-[2-(1H-indol-3-yl)ethylamino]pyrimidin-5-yl]oxymethyl]-2-methoxy-ethyl]carbamate ClC1=NC(=C(C(=N1)Cl)OC[C@H](COC)NC(OC(C)(C)C)=O)NCCC1=CNC2=CC=CC=C12